C(C)(C)(C)N(C(O)=O)CC(=O)NC=1C=NC=CC1C(N)=O.BrCC(=O)C12COC(C1)(C2)COC 2-bromo-1-[1-(methoxymethyl)-2-oxabicyclo[2.1.1]hex-4-yl]ethan-1-one tert-butyl-(2-((4-carbamoylpyridin-3-yl)amino)-2-oxoethyl)carbamate